ClC1=C(C=C(C(=C1)Cl)OC(C(F)F)(F)F)NC(=O)N[C@@H](C)C1=NC=NN1C=1SC(=CN1)C(=O)N(C)C 2-[5-[(1S)-1-[[2,4-dichloro-5-(1,1,2,2-tetrafluoroethoxy)phenyl]carbamoyl-amino]ethyl]-1,2,4-triazol-1-yl]-N,N-dimethyl-thiazole-5-carboxamide